5-bromo-2-(4-fluorophenoxy)benzoic acid methyl ester COC(C1=C(C=CC(=C1)Br)OC1=CC=C(C=C1)F)=O